N1(CCOCC1)C(=O)C1=CC=C(C=C1)C1=CC=CC=2C=C(OC21)C#N 7-(4-(morpholine-4-carbonyl)phenyl)benzofuran-2-carbonitrile